2-tert-butyl-5-methoxy-pyridine C(C)(C)(C)C1=NC=C(C=C1)OC